BrC=1C=C(C=CC1)S 3-bromothiophenol